FC(C1=C(CCNC2=NC=CC(=C2)C=2C=C3C(=NNC3=CC2)N)C=CC=C1)(F)F 5-(2-((2-(trifluoromethyl)phenethyl)amino)pyridin-4-yl)-1H-indazol-3-amine